4,4'-divinyl-1,1'-biphenyl C(=C)C1=CC=C(C=C1)C1=CC=C(C=C1)C=C